3',4'-dihydrospiro[cyclopropane-1,2'-pyrido[3,2-b][1,4]oxazine] O1C2=C(NCC13CC3)N=CC=C2